C[C@@]12[C@H](C=C[C@@]3([C@@H]1[C@@H]([C@]45[C@H]3CC[C@](C4)(C(=C)[C@H]5O)O)C(=O)O)OC2=O)O The molecule is a C19-gibberellin differing from gibberellin A3 in the presence of a beta-OH at C-9 (gibbane numbering) (C-15 gibberellin numbering). It is a C19-gibberellin, a gibberellin monocarboxylic acid and a lactone.